(1S,5R)-6-(4-ethoxyphenyl)-9,9-dimethyl-3,6-diazabicyclo[3.2.2]nonane C(C)OC1=CC=C(C=C1)N1[C@H]2CNC[C@@H](C1)CC2(C)C